2-(anthracen-9-ylmethyl)-8-(naphthalen-2-ylmethyl)hexahydro-2H-pyrazino[1,2-a]pyrazine-6,9-dione C1=CC=CC2=CC3=CC=CC=C3C(=C12)CN1CC2N(CC1)C(CN(C2=O)CC2=CC1=CC=CC=C1C=C2)=O